F[C@](CC1=NN=CN1C)(C)C=1C=C(N)C=CC1 (S)-3-(2-fluoro-1-(4-methyl-4H-1,2,4-triazol-3-yl)propan-2-yl)aniline